C(C1=CC=CC=C1)N1C(CCCC1)C1CN(C1)C=1C(=NC=CN1)C(=O)NC=1C=C(C=2N(C1)C=C(N2)C)F (3-(1-benzylpiperidin-2-yl)azetidin-1-yl)-N-(8-fluoro-2-methylimidazo[1,2-a]Pyridin-6-yl)pyrazine-2-carboxamide